OC1=C(C(=CC(=C1)C(F)(F)F)C)C1=CC=C(N=N1)N1[C@H]2[C@H](OCC1)CCN(C2)C(C)=O |r| 1-[rac-(4aR,8aR)-4-[6-[2-hydroxy-6-methyl-4-(trifluoromethyl)phenyl]pyridazin-3-yl]-3,4a,5,7,8,8a-hexahydro-2H-pyrido[4,3-b][1,4]oxazin-6-yl]ethanone